COC1=C(C=CC(=C1)C1(CCC1)OC)B1OC(C(O1)(C)C)(C)C 2-(2-methoxy-4-(1-methoxycyclobutyl)phenyl)-4,4,5,5-tetramethyl-1,3,2-dioxaborolan